C(C)OC(C(C(C(C(C(C(C(F)(F)F)(F)F)(F)F)(F)F)(F)F)(F)F)(F)F)=O perfluorocaprylic acid ethyl ester